di-tert-butyl ((((butane-1,4-diylbis(azanediyl))bis(methylene))bis(cyclopropane-1,1-diyl))bis(methylene))dicarbamate C(CCCNCC1(CC1)CNC(OC(C)(C)C)=O)NCC1(CC1)CNC(OC(C)(C)C)=O